C(C)N1C[C@@H](CCC1)NC=1OC=2C(=NC(=CC2OC)C2=C(C=C(C#N)C=C2C)O)N1 4-[2-[[(3R)-1-Ethyl-3-piperidyl]amino]-7-methoxy-oxazolo[4,5-b]pyridin-5-yl]-3-hydroxy-5-methyl-benzonitrile